tert-Butyl 2-[(2,3,5,6-tetrafluoropyridin-4-yl)amino]acetate FC1=NC(=C(C(=C1F)NCC(=O)OC(C)(C)C)F)F